C(C)OC(=O)C1=C(N(C=C(C1C)C(=O)OCC)C)C 3,5-diethoxycarbonyl-1,4-dihydrotrimethylpyridine